Nonadecan-2-one CC(CCCCCCCCCCCCCCCCC)=O